P(=O)(O)(O)O.C1(C)=NC=CC=2C3=CC=C(OC)C=C3NC12.C(C)[C@H]1[C@@H]([C@H]1C=1C=NN(C1)C)C(=O)NC=1N=CC2=CC(=C(C=C2C1)N1CCN(CC1)[C@]1(COC[C@H]1F)C)C (1S,2R,3S)-2-ethyl-N-[6-[(3S,4S)-4-(4-fluoro-3-methyl-tetrahydrofuran-3-yl)piperazin-1-yl]-7-methyl-3-isoquinolinyl]-3-(1-methylpyrazol-4-yl)cyclopropanecarboxamide Harmine-Phosphate